(3-(3-(aminomethyl)phenyl)-5-methyl-6-(quinolin-7-yl)pyrazin-2-yl)methanol NCC=1C=C(C=CC1)C=1C(=NC(=C(N1)C)C1=CC=C2C=CC=NC2=C1)CO